2-(4-(trifluoromethyl)piperidin-1-yl)pyrimidin-5-amine FC(C1CCN(CC1)C1=NC=C(C=N1)N)(F)F